Cl.CC=1C=2N(C=CC1)C=C(N2)CN (8-Methylimidazo[1,2-a]pyridin-2-yl)methylamine hydrochloride